C(CCCCCCCCCCCCC(C)C)Br isohexadecyl bromide